3-phenyl-1,4,5,6-tetrahydropyrrolo[3,4-c]pyrazole TFA salt OC(=O)C(F)(F)F.C1(=CC=CC=C1)C=1C2=C(NN1)CNC2